2-Chloro-N-{2-[4-(difluoromethyl)-1,3-thiazol-5-yl]-2-{4-[(5-fluoropyridin-3-yl)-oxy]piperidin-1-yl}ethyl}-6-fluorobenzamid ClC1=C(C(=O)NCC(N2CCC(CC2)OC=2C=NC=C(C2)F)C2=C(N=CS2)C(F)F)C(=CC=C1)F